C(C)(C)(C)OC(=O)N[C@H](CC1=C(C=2N=C(N=C(C2S1)N(C(OC(C)(C)C)=O)CC=1OC=CC1)Cl)C)COC tert-Butyl (R)-(6-(2-((tert-butoxycarbonyl)amino)-3-methoxypropyl)-2-chloro-7-methylthieno[3,2-d]pyrimidin-4-yl)(furan-2-ylmethyl)carbamate